CN1C=CC2=C(C=CC=C12)C=1C=C(C=CC1)C1=C(C=NC=C1)N 4-(3-(1-Methylindol-4-yl)phenyl)pyridin-3-amine